NC1=NC=NN2C1=CC=C2[C@]2([C@@H]([C@@H]([C@H](O2)CO[P@](=O)(OC2=CC=CC=C2)N[C@@H](C)C(=O)OC)O)O)C#N methyl ((S)-(((2R,3S,4R,5R)-5-(4-aminopyrrolo[2,1-f][1,2,4]triazin-7-yl)-5-cyano-3,4-dihydroxytetrahydrofuran-2-yl)methoxy)(phenoxy)phosphoryl)-L-alaninate